3,3-difluoropent-4-en-2-amine FC(C(C)N)(C=C)F